[C].[Si].[Ti].CN1C=NC=C1C1=NN2C(=NC=3C=CC=CC3C2=N1)NC=1C(N=CC=CC1)=O (3R)-3-{[2-(1-methyl-1H-imidazol-5-yl)[1,2,4]triazolo[1,5-c]quinazolin-5-yl]amino}azepin-2-one titanium silicon carbon